2-bromo-7-chloro-[1,2,4]triazolo[1,5-a]pyridine BrC1=NN2C(C=C(C=C2)Cl)=N1